C(C)(=O)OCC=C.C(C)(=O)OCC=C diallyl diacetate